(S)-3-(6-chloro-4-(4-fluoro-2,6-dimethylphenyl)pyridin-2-yl)-3-((S*)-2-(5-(2-((R)-3-fluoropyrrolidin-1-yl)ethyl)-4-methyl-2-oxopyridin-1(2H)-yl)-4-methylpentanamido)propanoic acid ClC1=CC(=CC(=N1)[C@H](CC(=O)O)NC([C@H](CC(C)C)N1C(C=C(C(=C1)CCN1C[C@@H](CC1)F)C)=O)=O)C1=C(C=C(C=C1C)F)C |o1:14|